5-((3',5'-dimethoxy-[1,1'-biphenyl]-3-yl)oxy)-1H-1,2,3-triazole-4-carboxylic acid COC=1C=C(C=C(C1)OC)C1=CC(=CC=C1)OC1=C(N=NN1)C(=O)O